C(C=C)OC=C allylvinyl ether